β-(2-thienyl)-DL-alanine S1C(=CC=C1)C[C@H](N)C(=O)O |r|